5-[3-(cyclopropylamino)pyrrolidin-1-yl]-N-(2,7-dimethylimidazo[1,2-a]pyridin-6-yl)pyrazine-2-carboxamide C1(CC1)NC1CN(CC1)C=1N=CC(=NC1)C(=O)NC=1C(=CC=2N(C1)C=C(N2)C)C